benzyl (1-(3-((2R)-4-((2-(2,6-dioxopiperidin-3-yl)-1,3-dioxoisoindolin-4-yl)methyl)morpholin-2-yl)propanoyl)piperidin-4-yl)carbamate O=C1NC(CCC1N1C(C2=CC=CC(=C2C1=O)CN1C[C@H](OCC1)CCC(=O)N1CCC(CC1)NC(OCC1=CC=CC=C1)=O)=O)=O